3,4,5-Trichloro-N-[4-[(E)-3-[4-[2-hydroxyethyl(methyl)amino]phenyl]prop-2-enoyl]phenyl]thiophene-2-carboxamide ClC1=C(SC(=C1Cl)Cl)C(=O)NC1=CC=C(C=C1)C(\C=C\C1=CC=C(C=C1)N(C)CCO)=O